CC1(O[C@H]2[C@@H]([C@H](O[C@@H]2O1)C(CN=[N+]=[N-])O)O)C 6-Azido-6-deoxy-1,2-O-isopropylidene-α-D-glucofuranose